C(C)OC=1NC=C(N1)C=1C=NC=CC1 3-(2-ethoxy-1H-imidazol-4-yl)pyridine